S1NC=CN=CN=CC=CC=CC=CC=C1 thia[2,5,7]triazacyclohexadecin